CC1=C(SC(=C1C(=O)O)C1=CC=CC=C1)C(=O)O 3-methyl-5-phenyl-2,4-thiophenedicarboxylic acid